N-(4-chlorobenzo[d]isoxazol-3-yl)-3-methyl-2-oxo-2,3-dihydrobenzo[d]oxazole-6-sulfonamide ClC1=CC=CC2=C1C(=NO2)NS(=O)(=O)C2=CC1=C(N(C(O1)=O)C)C=C2